ClC=1C(N(C(=CC1OCC1=NC=C(C=C1F)F)C)C1=CC(=NC=C1C)C1=CC=C2C(=N1)C(C(N2)=O)(C)C)=O (S)-5-(3-chloro-4-((3,5-difluoropyridin-2-yl)methoxy)-5',6-dimethyl-2-oxo-2H-[1,4'-bipyridin]-2'-yl)-3,3-dimethyl-1,3-dihydro-2H-pyrrolo[3,2-b]pyridin-2-one